ClC=1C=C2CCN([C@H](C2=C(C1)Cl)C)C(=O)[C@H]1CN(CCO1)C1=CN=C2N1C=C(N=C2)[N+](=O)[O-] ((S)-6,8-dichloro-1-methyl-3,4-dihydroisoquinolin-2(1H)-yl)((R)-4-(6-nitroimidazo[1,2-a]pyrazin-3-yl)morpholin-2-yl)methanone